COC1=CC=C(C=C1)C1=NOC(=C1)C(=O)N1[C@@H]2[C@H](CC1)CN(C2)C#N |r| rac-(3aR,6aR)-1-(3-(4-methoxyphenyl)isoxazole-5-carbonyl)hexahydropyrrolo[3,4-b]pyrrole-5(1H)-carbonitrile